2-(2-(cyclopropanesulfonamido)thiazol-4-yl)-2-methyl-N-(2-methyl-4-(6-(trifluoromethyl)pyrazin-2-yl)phenyl)propanamide C1(CC1)S(=O)(=O)NC=1SC=C(N1)C(C(=O)NC1=C(C=C(C=C1)C1=NC(=CN=C1)C(F)(F)F)C)(C)C